CC=C[SiH](N(C(C)=O)CC)N(C(C)=O)CC methylvinyldi(N-ethylacetamido)silane